NCC(CNC(OC(C)(C)C)=O)CC1=C(C=CC=C1)CNC(=O)OC(C)(C)C tert-butyl [3-amino-2-(2-{[(tert-butoxycarbonyl)amino]methyl}benzyl)propyl]carbamate